methyl 1-hydroxy-3-(3-methylthiophene-2-yl)-1,3-dihydrobenzo[c][1,2]oxaborole-3-carboxylate OB1OC(C2=C1C=CC=C2)(C(=O)OC)C=2SC=CC2C